NC1=CC=C(C=N1)C1=CC=2C(=NC=C3C=CC(N(C23)C2=CC(=CC=C2)C(F)(F)F)=O)C=C1 9-(6-amino-3-pyridinyl)-1-[3-(trifluoromethyl)phenyl]-benzo[h]-1,6-naphthyridin-2(1H)-one